tungsten-cobalt-boron [B].[Co].[W]